ethylquinolin-8-amine C(C)C1=NC2=C(C=CC=C2C=C1)N